4,6-diamino-2-chloro-1,3,5-triazine NC1=NC(=NC(=N1)N)Cl